1-((3S,4R)-4-(4-fluorophenyl)-1-(2-methoxyethyl)pyrrolidin-3-yl)-3-(3-(2-hydroxy-2-methylpropoxy)-4-methyl-1-phenyl-1H-pyrazol-5-yl)urea FC1=CC=C(C=C1)[C@H]1[C@@H](CN(C1)CCOC)NC(=O)NC1=C(C(=NN1C1=CC=CC=C1)OCC(C)(C)O)C